3-chloro-2-fluoro-4-(trifluoromethyl)aniline ClC=1C(=C(N)C=CC1C(F)(F)F)F